4-(4,6-dimethyl-1,3,5-triazin-2-yl)-4-methylmorpholine-4-ium chloride hydrate O.[Cl-].CC1=NC(=NC(=N1)C)[N+]1(CCOCC1)C